C(C)(C)N1N(C2=C3C(=C(C=C2C1=O)OC)C=CC=C3)C(=O)OC(C)(C)C tert-Butyl 2-isopropyl-5-methoxy-3-oxo-2,3-dihydro-1H-benzo[g]indazole-1-carboxylate